(R)-1-(3-(5-(2-(dimethylamino)ethoxy)-1-(4-(2-fluoro-3-methoxyphenoxy)phenyl)imidazo[1,5-a]pyrazin-3-yl)pyrrolidin-1-yl)but-2-yn-1-one CN(CCOC1=CN=CC=2N1C(=NC2C2=CC=C(C=C2)OC2=C(C(=CC=C2)OC)F)[C@H]2CN(CC2)C(C#CC)=O)C